7-(2,8-dimethylimidazo[1,2-b]pyridazin-6-yl)-3-(1-ethylpiperidin-4-yl)-5-fluorocinnoline CC=1N=C2N(N=C(C=C2C)C2=CC(=C3C=C(N=NC3=C2)C2CCN(CC2)CC)F)C1